6-((4-((3-chloro-2-methoxyphenyl)amino)-2-methyl-3-oxo-2,3-dihydro-1H-pyrazolo[3,4-b]pyridin-6-yl)amino)-3-(2-oxopyrrolidin-1-yl)pyridinecarbonitrile ClC=1C(=C(C=CC1)NC1=C2C(=NC(=C1)NC1=CC=C(C(=N1)C#N)N1C(CCC1)=O)NN(C2=O)C)OC